7-hydroxy-3-methylquinazolin-4(3H)-one OC1=CC=C2C(N(C=NC2=C1)C)=O